CC1=C(C(=O)C=2C(=C(C=CC2)OC2=C(C(=CC=C2)C(C2=C(C=C(C=C2C)C)C)=O)C(C2=C(C=C(C=C2C)C)C)=O)C(C2=C(C=C(C=C2C)C)C)=O)C(=CC(=C1)C)C bis(2,4,6-trimethylbenzoyl)-phenyl oxide